tert-butyl 4-(4-iodoimidazol-1-yl)piperidine-1-carboxylate IC=1N=CN(C1)C1CCN(CC1)C(=O)OC(C)(C)C